FC(N1N=CC(=C1C)C#CC=1C=NC=C(C(=O)N(C)CC(CC2=CC=CC=C2)O)C1)F 5-((1-(difluoromethyl)-5-methyl-1H-pyrazol-4-yl)ethynyl)-N-(2-hydroxy-3-phenylpropyl)-N-methylnicotinamide